4-(5-cyano-2-methoxyphenyl)-N-(5-(4-isobutyramido-3-methylphenyl)thiazolo[5,4-b]pyridin-2-yl)-6-methylnicotinamide C(#N)C=1C=CC(=C(C1)C1=CC(=NC=C1C(=O)NC=1SC2=NC(=CC=C2N1)C1=CC(=C(C=C1)NC(C(C)C)=O)C)C)OC